1-(3'-(2-((2S)-2-(2-oxa-5-azabicyclo[2.2.1]heptan-5-carbonyl)pyrrolidin-1-yl)-2-oxoethyl)-2',4'-dioxo-2,3-dihydrospiro[indene-1,5'-oxazolidine]-5-yl)-3-methylurea C12OCC(N(C1)C(=O)[C@H]1N(CCC1)C(CN1C(OC3(C1=O)CCC1=CC(=CC=C13)NC(=O)NC)=O)=O)C2